zirconium dimethacrylate dibutoxide [O-]CCCC.[O-]CCCC.C(C(=C)C)(=O)[O-].C(C(=C)C)(=O)[O-].[Zr+4]